C(Cl)(Cl)(Cl)Cl.P(OC1=CC=CC=C1)(OC1=CC=CC=C1)O diphenyl phosphite carbon tetrachloride